N-[(2S,3R,4S)-4-fluoro-2-[(2-fluoro[1,1'-biphenyl]-3-yl)methyl]-1-(oxetane-2-carbonyl)pyrrolidin-3-yl]cyclopropane-sulfonamide F[C@@H]1[C@@H]([C@@H](N(C1)C(=O)C1OCC1)CC=1C(=C(C=CC1)C1=CC=CC=C1)F)NS(=O)(=O)C1CC1